Ethyl 2-{[(2,6-dichlorophenyl)-carbamoyl]oxy}acetate ClC1=C(C(=CC=C1)Cl)NC(=O)OCC(=O)OCC